NC1=CC=2N(C(=N1)C=1C=C(C=CC1)C(C)=O)N=C(N2)C 1-[3-(7-amino-2-methyl-[1,2,4]triazolo[1,5-c]pyrimidin-5-yl)phenyl]ethanone